(5-fluoro-1-(1-(cis-4-isopropylcyclohexyl) piperidin-4-yl)-3-((methoxyimino) methyl)-1H-indol-2-yl)methyl carbamate C(N)(OCC=1N(C2=CC=C(C=C2C1C=NOC)F)C1CCN(CC1)[C@@H]1CC[C@@H](CC1)C(C)C)=O